[Cl-].C(CCC)[N+]1(CCN(CC1)CCCC)C 1,4-dibutyl-1-methyl-piperazinium chloride